ClC=1C=C(C(=O)N[C@@H](C)C2=NC=NN2C2=NC=C(C(=O)O)C=C2)C=C(C1)C(F)(F)F 6-(5-{(1S)-1-[3-chloro-5-(trifluoromethyl)benzamido]ethyl}-1H-1,2,4-triazol-1-yl)nicotinic acid